N1CCOC(C1)CCS(=O)(=O)N 6-MorpholineEthanesulfonamide